BrC1=CC(=C2C(=CNC2=C1)CC#N)C(=O)OC 6-bromo-4-methoxycarbonyl-indole-3-acetonitrile